3-(3,5-difluorophenyl)-N-(4-methoxyphenyl)-N-methylpropylamine FC=1C=C(C=C(C1)F)CCCN(C)C1=CC=C(C=C1)OC